CS(=O)(=O)O.NC1=NC=CC(=N1)C1=C(N=C(S1)C(C)(C)C)C=1C(=C(C=CC1)NS(=O)(=O)C1=C(C=CC=C1F)F)F N-{3-[5-(2-Amino-4-pyrimidinyl)-2-(1,1-dimethylethyl)-1,3-thiazol-4-yl]-2-fluorophenyl}-2,6-difluorobenzenesulfonamide methanesulfonate